(1-benzoylpiperidin-4-yl)(2-hydroxy-4,6-dimethylphenyl)methanone C(C1=CC=CC=C1)(=O)N1CCC(CC1)C(=O)C1=C(C=C(C=C1C)C)O